CC1(C(C(CCC1)C)CCC(O)CCC)C 2,2,6-trimethyl-α-propylcyclohexanepropanol